BrC1(CC(OC2=CC=CC=C12)=O)OCCCBr 4-bromo-4-(3-bromopropoxy)-2H-chromen-2-one